ClC=1C(=CC(=NC1)NC=1C=C2C(=NNC2=CC1)C1=CC(=C(C=C1)OC)F)NC1=C(C=CC=C1)P(C)(C)=O (2-((5-Chloro-2-((3-(3-fluoro-4-methoxyphenyl)-1H-indazol-5-yl)amino)pyridin-4-yl)amino)phenyl)dimethylphosphine oxide